C(CCCCCCC\C=C/CCCCCCCC)C(C(=O)N)CCCCCCCCCCCCCC oleyl-palmitamide